6'-(((1S,3S)-3-((5-(difluoromethoxy)pyrimidin-2-yl)amino)cyclopentyl)amino)-5'-(difluoromethyl)-2H-[1,3'-bipyridyl]-2-one FC(OC=1C=NC(=NC1)N[C@@H]1C[C@H](CC1)NC1=C(C=C(C=N1)N1C(C=CC=C1)=O)C(F)F)F